9,10-di(butoxy)anthracene C(CCC)OC=1C2=CC=CC=C2C(=C2C=CC=CC12)OCCCC